[Sm].[Ni].[Sb].[Sn] tin antimony nickel samarium